(tert-Butoxycarbonyl)-N-[3-methoxy-6-(oxetan-3-yl)pyrazin-2-yl]carbamic acid tert-butyl ester C(C)(C)(C)OC(N(C1=NC(=CN=C1OC)C1COC1)C(=O)OC(C)(C)C)=O